2-[(1-oxo-4-{[1,2,4]triazolo[4,3-a]pyridin-6-yl}-2,3-dihydro-1H-isoindol-2-yl)methyl]prop-2-enenitrile O=C1N(CC2=C(C=CC=C12)C=1C=CC=2N(C1)C=NN2)CC(C#N)=C